C(C)(C)(C)OC(NC1=CC(=CC=C1)COC1=C(C(=C(C=C1)C)C=O)F)=O N-[3-[(2-fluoro-3-formyl-4-methyl-phenoxy)methyl]phenyl]carbamic acid tert-butyl ester